C(C)(C)(C)OC(=O)N1CC=2N=C(N=C(C2CC1)NCC1=CC=C(C=C1)C=1N(C=C(N1)C(F)(F)F)C)Cl.C1=CC=CC2=NC(=C3C=CC=CC3=C12)CNC(C1=CC=CC=C1)=O N-(phenanthridine-6-ylmethyl)benzamide tert-butyl-2-chloro-4-((4-(1-methyl-4-(trifluoromethyl)-1H-imidazol-2-yl)benzyl)amino)-5,6-dihydropyrido[3,4-d]pyrimidine-7(8H)-carboxylate